2-({7-amino-4-[3-(6-aminopyridin-3-yl)-1H-indazol-5-yl]-1-oxo-2,3-dihydro-1H-isoindol-2-yl}methyl)prop-2-enamide NC=1C=CC(=C2CN(C(C12)=O)CC(C(=O)N)=C)C=1C=C2C(=NNC2=CC1)C=1C=NC(=CC1)N